C(C)(C)(C)N(C(O)=O)CCCN(C)CCNC1=CC=C2C(N(C=NC2=C1)CC1(CCN(CC1)C(C[C@@H](C)C1=CC=CC=C1)=O)O)=O.CC1CNCC1 3-methyl-pyrrolidine (R)-tert-butyl-(3-((2-((3-((4-hydroxy-1-(3-phenylbutanoyl)piperidin-4-yl)methyl)-4-oxo-3,4-dihydroquinazolin-7-yl)amino)ethyl)(methyl)amino)propyl)carbamate